3-[2-(2-Chloro-4-fluoro-phenyl)ethynyl]azetidine ClC1=C(C=CC(=C1)F)C#CC1CNC1